F[C@@H](C(=O)O)CCCCCCCC |r| (±)-2-fluorodecanoic acid